N-(piperidin-3-yl)-4-(quinolin-8-yloxy)-5-(trifluoromethyl)pyrimidin-2-amine N1CC(CCC1)NC1=NC=C(C(=N1)OC=1C=CC=C2C=CC=NC12)C(F)(F)F